7-[[(1S)-1-[4-[(1R)-2-cyclopropyl-1-piperazin-1-yl-ethyl]phenyl]ethyl]amino]-1-ethyl-4H-pyrimido[4,5-d][1,3]oxazin-2-one C1(CC1)C[C@@H](N1CCNCC1)C1=CC=C(C=C1)[C@H](C)NC=1N=CC2=C(N(C(OC2)=O)CC)N1